bis[2-[(2-methyl-acryl) thio] ethyl] succinate C(CCC(=O)OCCSC(=O)C(=C)C)(=O)OCCSC(=O)C(=C)C